NC1=NC=NN2C1=NC=C2C=2C=NN(C2)C=2C=C(C=CC2C)NC(=O)C=2N=NC=C(C2)C(F)(F)F N-(3-(4-(4-aminoimidazo[2,1-f][1,2,4]triazin-7-yl)-1H-pyrazol-1-yl)-4-methylphenyl)-5-(trifluoromethyl)pyridazine-3-carboxamide